allyl-propyltriethoxysilane (3-(4-(2-(4-((2-(methylthio)pyrimidin-4-yl)methoxy)phenyl)propan-2-yl)phenoxy)propyl)carbamate CSC1=NC=CC(=N1)COC1=CC=C(C=C1)C(C)(C)C1=CC=C(OCCCNC(O)=O)C=C1.C(C=C)C(C)O[Si](OCC)(OCC)CCC